O=C1NC(CCC1N1C(C2=CC=C(C=C2C1)NC(=O)C1=CC2=C(N=C(S2)O)C=C1)=O)=O N-(2-(2,6-dioxopiperidin-3-yl)-1-oxoisoindolin-5-yl)-2-hydroxybenzo[d]thiazole-6-carboxamide